3-hydroxy-N-(1-(6-(2,2,2-trifluoroethoxy)pyridin-2-yl)cyclopropyl)-3-(2,4,6-trifluorophenyl)butanamide OC(CC(=O)NC1(CC1)C1=NC(=CC=C1)OCC(F)(F)F)(C)C1=C(C=C(C=C1F)F)F